COC1=C(C=CC=C1)C=1C=C2C=3C=CC(=CC3NC2=CC1)C(C(=O)O)C 2-(6-(2-Methoxyphenyl)-9H-carbazol-2-yl)propanoic acid